5-bromo-N-(3-(6-(hydrazinecarbonyl)-2-(pyridin-2-yl)-1H-imidazo[4,5-c]pyridin-1-yl)cyclohexyl)thiophene-2-carboxamide BrC1=CC=C(S1)C(=O)NC1CC(CCC1)N1C(=NC=2C=NC(=CC21)C(=O)NN)C2=NC=CC=C2